ClC=1C(=NC(=NC1)C)CNC(=O)[C@H]1CCN(C2(CC2)C1)C(=O)C1=NNC(=C1)C1=CC(=NC=C1F)OC (S)-N-((5-chloro-2-methylpyrimidin-4-yl)methyl)-4-(5-(5-fluoro-2-methoxypyridin-4-yl)-1H-pyrazole-3-carbonyl)-4-azaspiro[2.5]octane-7-carboxamide